7-fluoro-2-azabicyclo[4.1.0]heptane FC1C2CCCNC12